C12(CCC3=CC=CC=C13)CCC(CC2)C(=O)O 2',3'-dihydrospiro[cyclohexane-1,1'-indene]-4-carboxylic acid